FC1=C(C(=C(C=C1C1=NN(C2=NC(=NC=C21)N(C)C2(CCC2)COC)C)C(F)(F)F)F)O 2,6-Difluoro-3-(6-((1-(methoxymethyl)cyclobutyl)(methyl)amino)-1-methyl-1H-pyrazolo[3,4-d]pyrimidin-3-yl)-5-(trifluoromethyl)phenol